C(C1=CC=CC=C1)OC=1C2=C(N=C(N1)Cl)CN(C2)C(=O)OC(C)(C)C tert-Butyl 4-(benzyloxy)-2-chloro-5,7-dihydro-6H-pyrrolo[3,4-d]pyrimidine-6-carboxylate